1-(1-phenylvinyl)-1H-1,2,4-triazole C1(=CC=CC=C1)C(=C)N1N=CN=C1